C(C)OC(=O)C=1C(N(C2=NC=C(C=C2C1)C1CC1)CC1=CC=C(C=C1)F)=O 6-cyclopropyl-1-(4-fluorophenylmethyl)-2-oxo-1,2-dihydro-1,8-naphthyridine-3-carboxylic acid ethyl ester